(3Z)-14,14-dibutoxy-3-tetradecen-1-ol C(CCC)OC(CCCCCCCCC\C=C/CCO)OCCCC